NC=1C=C2CN(C(C2=CC1)=O)C1C(NCCC1)=O 5-AMINO-2-PIPERIDINON-3-YL-1-OXOISOINDOLINE